C(C1=CC=CC=C1)N(OC(=O)C1=CC=C(N(C)C)C=C1)CC1=CC=CC=C1 4-(((dibenzylamino)oxy)carbonyl)-N,N-dimethylaniline